4-methyl-8-methylene-tricyclo[3.3.1.13,7]decan-2-ol acetate C(C)(=O)OC1C2C(C3CC(C(C1C3)C)C2)=C